ClC1=CC=C(C(=N1)C(=O)O)N[C@H](C)C1=CC(=CC=2C=3N(C(=NC12)N1CCC(CC1)(F)F)C=CN3)C (R)-6-chloro-3-((1-(5-(4,4-difluoropiperidin-1-yl)-9-methylimidazo[1,2-c]quinazolin-7-yl)ethyl)amino)picolinic acid